Methyl 5-(2-chloro-4-methylphenyl)-1-cyclopropyl-1H-benzo[d]imidazole-7-carboxylate ClC1=C(C=CC(=C1)C)C1=CC2=C(N(C=N2)C2CC2)C(=C1)C(=O)OC